FC1(OCC2=C(O1)C=CC=C2B(O)O)F 2,2-difluoro-1,3-benzodioxan-5-ylboronic acid